tert-butyl-5-[5-methoxy-2-[[4-methyl-6-(methylamino)pyrimidin-2-yl]amino]-4-pyridyl]-2,3,4,7-tetrahydroazepine-1-carboxylate C(C)(C)(C)OC(=O)N1CCCC(=CC1)C1=CC(=NC=C1OC)NC1=NC(=CC(=N1)C)NC